NC1=NC=2C=CC(=CC2C2=C1C=NN2C)C(=O)N(N2C(CCCC2)=O)CC2=C(C=C(C=C2)C(F)(F)F)OC 4-amino-N-(2-methoxy-4-(trifluoromethyl)benzyl)-1-methyl-N-(2-oxopiperidin-1-yl)-1H-pyrazolo[4,3-c]quinoline-8-carboxamide